The molecule is an N-acylurea that is (8R)-ergoline-8-carboxamide in which the hydrogen attached to the piperidine nitrogen (position 6) is substituted by an allyl group and the hydrogens attached to the carboxamide nitrogen are substituted by a 3-(dimethylamino)propyl group and an N-ethylcarbamoyl group. A dopamine D2 receptor agonist, cabergoline is used in the management of Parkinson's disease and of disorders associated with hyperprolactinaemia. It has a role as a dopamine agonist, an antiparkinson drug and an antineoplastic agent. CCNC(=O)N(CCCN(C)C)C(=O)[C@@H]1C[C@H]2[C@@H](CC3=CNC4=CC=CC2=C34)N(C1)CC=C